C(C)C1=C(N=C(C(=N1)C(=O)N)NC1=CC(=CC(=C1)OCCCNC(C(C)NC)=O)F)NC1CCOCC1 6-ethyl-3-((3-fluoro-5-(3-(2-(methylamino)propanamido)propoxy)phenyl)amino)-5-((tetrahydro-2H-pyran-4-yl)amino)pyrazine-2-carboxamide